OCC1CN(CCOC1)C(=O)OC(C)(C)C tert-butyl 6-(hydroxymethyl)-1,4-oxazepan-4-carboxylate